1-(6-((5-Fluoro-4-(8-fluoroquinolin-6-yl)pyrimidin-2-yl)amino)pyridin-3-yl)-4-methylpiperidin-4-ol FC=1C(=NC(=NC1)NC1=CC=C(C=N1)N1CCC(CC1)(O)C)C=1C=C2C=CC=NC2=C(C1)F